2-(2-hydroxy-5-octylphenyl)benzotriazol OC1=C(C=C(C=C1)CCCCCCCC)N1N=C2C(=N1)C=CC=C2